C1(CCCC1)N1C2=C(C(C=3C=C(C(=NC13)CCO)F)=O)C1=CC3=C(C(N1C2)=O)COC([C@]3(O)CC)=O (S)-14-cyclopentyl-7-ethyl-3-fluoro-7-hydroxy-2-(2-hydroxyethyl)-10,14-dihydro-11H-pyrano[3',4':6,7]indolizino[2,1-b][1,8]naphthyridine-5,8,11(7H,13H)-trione